((1s,3s)-3-Hydroxy-3-methylcyclobutyl)(6-(2-(trifluoromethoxy)benzyl)-2-azaspiro[3.3]heptan-2-yl)methanon OC1(CC(C1)C(=O)N1CC2(C1)CC(C2)CC2=C(C=CC=C2)OC(F)(F)F)C